NC1=CC=C(OC2=C(C=C(C=C2)NC2=CC=CC=C2)CC)C=C1 4-(4-aminophenoxy)-3-ethylbenzene-ylaniline